BrCCCCCCOC=1C=C(C=CC1)C=1SC2=C(N1)C=CC=C2 2-(3-(6-bromohexyloxy)phenyl)benzothiazole